FC(C=1C=C(C(=O)[O-])C=C(C1)C=C)(F)F 3-(trifluoromethyl)-5-vinyl-benzoate